NC1=C(C=2C(=NC=C(C2S1)F)C=1C2=C(C=3C=NC(=NC3C1F)OCC1(CC1)CN(C)C)COC2)C#N 2-Amino-4-[3-[[1-[(dimethylamino)methyl]cyclopropyl]methoxy]-5-fluoro-7,9-dihydrofuro[3,4-f]quinazolin-6-yl]-7-fluoro-thieno[3,2-c]pyridine-3-carbonitrile